6-fluoropicolinaldehyde FC1=CC=CC(=N1)C=O